ClC1=C(CN2C3=NC=NC(=C3N=C2C=2C=NC(=CC2C)OCCN2CCNCC2)OC2(CC2)C)C=CC=C1 9-(2-chlorobenzyl)-8-(4-methyl-6-(2-(piperazin-1-yl)ethoxy)pyridin-3-yl)-6-(1-methylcyclopropoxy)-9H-purine